C1(CC1)CNC=1C(C(C1NCC1=CC(=C(C=C1)C1=NOC(=N1)C(F)(F)F)F)=O)=O 3-((cyclopropylmethyl)amino)-4-((3-fluoro-4-(5-(trifluoromethyl)-1,2,4-oxadiazol-3-yl)benzyl)amino)cyclobut-3-ene-1,2-dione